(S)-2-(6-methoxy-naphthalen-2-yl)-propionic acid 4-thiocarbamoyl-phenyl ester C(N)(=S)C1=CC=C(C=C1)OC([C@@H](C)C1=CC2=CC=C(C=C2C=C1)OC)=O